5,6-dichloro-1-(1-(cis-4-isopropylcyclohexyl)piperidin-4-yl)-3-(2-morpholinoethyl)-1,3-dihydro-2H-benzo[d]imidazol-2-one ClC1=CC2=C(N(C(N2CCN2CCOCC2)=O)C2CCN(CC2)[C@@H]2CC[C@@H](CC2)C(C)C)C=C1Cl